N1=C(C=CC=C1)CN1CCNCC1 1-((pyridin-2-yl)methyl)piperazine